C12(CC(C1)C2)NC(CN2C(C(=CC=C2)NC([C@H](CCC(C(=O)NC2CCCCC2)=O)NC(=O)C=2N=NC1=CC=CC=C1C2)=O)=O)=O (S)-N1-(1-(2-(bicyclo[1.1.1]pentan-1-ylamino)-2-oxoethyl)-2-oxo-1,2-dihydropyridin-3-yl)-2-(cinnoline-3-carboxamido)-N6-cyclohexyl-5-oxohexanediamide